(+/-)-N-methyl-1-(3,4-methylenedioxyphenyl)-2-butylamine HCl Cl.CN[C@@H](CC1=CC2=C(C=C1)OCO2)CC |r|